7-benzyl-1-methyl-4-oxo-1,4-dihydro-1,8-NAPHTHYRIDINE-3-carboxylic acid C(C1=CC=CC=C1)C1=CC=C2C(C(=CN(C2=N1)C)C(=O)O)=O